(4-(7H-pyrrolo[2,3-d]pyrimidin-4-yl)-3,4-dihydro-2H-1,4-thiazin-6-yl)((3R,4R)-3-amino-4-methylpiperidin-1-yl)methanone hydrochloride Cl.N1=CN=C(C2=C1NC=C2)N2CCSC(=C2)C(=O)N2C[C@@H]([C@@H](CC2)C)N